ClC1=CN(C2=CC=C(C=C12)C=O)C1=NOC(=N1)C=1C=CC(=C(C#N)C1)OC(C)C 5-(3-(3-chloro-5-formyl-1H-indol-1-yl)-1,2,4-oxadiazol-5-yl)-2-isopropoxy-benzonitrile